C(C)(C)(C)NC(C(=C)N(C)C=1C2=C(N=C(N1)Cl)CCC2)=O (2R)-N-tert-butyl-2-({2-chloro-5H,6H,7H-cyclopenta[d]pyrimidin-4-yl}(methyl)amino)propenamide